2,6-bis(9H-carbazol-9-yl)-5-(4,6-diphenylpyridin-2-yl)-[1,1'-biphenyl]-3-carbonitrile C1=CC=CC=2C3=CC=CC=C3N(C12)C1=C(C(=C(C=C1C#N)C1=NC(=CC(=C1)C1=CC=CC=C1)C1=CC=CC=C1)N1C2=CC=CC=C2C=2C=CC=CC12)C1=CC=CC=C1